CC1=C(C=CC=C1N)N methyl-1,3-diaminobenzene